(R)-3-(3-fluoro-4-methoxyphenyl)-3-(4-(3-(5,6,7,8-tetrahydro-1,8-naphthyridin-2-yl)propyl)thiazol-2-yl)propionic acid FC=1C=C(C=CC1OC)[C@@H](CC(=O)O)C=1SC=C(N1)CCCC1=NC=2NCCCC2C=C1